ClC1=NC=C(C(=C1)N[C@@H](CCOC1=C(C=NN1C)C1=NC=CC(=N1)N)C)C1=NN(C(=C1)C(F)(F)F)C (R)-2-(5-(3-((2-Chloro-5-(1-methyl-5-(trifluoromethyl)-1H-pyrazol-3-yl)pyridin-4-yl)amino)butoxy)-1-methyl-1H-pyrazol-4-yl)pyrimidin-4-amine